3-Hexylthiophen C(CCCCC)C1=CSC=C1